(2S-3R,5R)-3-((E)-(2-(1-(2-chloro-3,4-dihydroxybenzoyl)pyrrolidine-2-carbonyl)hydrazono)methyl)-3-methyl-7-oxo-4-thia-1-azabicyclo[3.2.0]heptane-2-carboxylic acid 4,4-dioxide ClC1=C(C(=O)N2C(CCC2)C(=O)N\N=C\[C@]2([C@@H](N3C(C[C@H]3S2(=O)=O)=O)C(=O)O)C)C=CC(=C1O)O